C(C1=CC=CC=C1)(=O)OCCOC1=C(C=C(C=C1)Cl)Cl 2-(2,4-dichlorophenoxy)ethanol benzoate